(R)-6-chloro-3-((1-(2-(9-hydroxy-3-azaspiro[5.5]undecan-3-yl)-3,6-dimethyl-4-oxo-3,4-dihydroquinazolin-8-yl)ethyl)amino)-N-(methylsulfonyl)picolinamide ClC1=CC=C(C(=N1)C(=O)NS(=O)(=O)C)N[C@H](C)C=1C=C(C=C2C(N(C(=NC12)N1CCC2(CC1)CCC(CC2)O)C)=O)C